BrC1=C(C=CC=C1B(O)O)C1=C(C(=CC=C1)B(O)O)Br (2,2'-dibromo-[1,1'-biphenyl]-3,3'-diyl)diboronic acid